1-(4-methoxyphenyl)-3-trifluoromethyl-6-bromoazulene COC1=CC=C(C=C1)C1=CC(=C2C=CC(=CC=C12)Br)C(F)(F)F